N-[3-(Triethoxysilyl)propyl]butylamin C(C)O[Si](CCCNCCCC)(OCC)OCC